1-(6-methoxy-3-pyrimidin-2-yl-pyrazin-2-yl)ethanone COC1=CN=C(C(=N1)C(C)=O)C1=NC=CC=N1